5-benzyl-3-((5,6,7,8-tetrahydronaphthalene-1-carboxamido)methyl)-4,5-dihydroisoxazole C(C1=CC=CC=C1)C1CC(=NO1)CNC(=O)C1=CC=CC=2CCCCC12